COC1=NC=CC=C1N1CCN(CC1)C1=CC(N(N=C1)CC=1C(=NOC1C)C=1C=NC(=CC1)C)=O 5-(4-(2-Methoxypyridin-3-yl)piperazin-1-yl)-2-((5-methyl-3-(6-methylpyridin-3-yl)isoxazol-4-yl)methyl)pyridazin-3(2H)-one